5,6-bis(2-chloro-4-fluorophenyl)-2,3-dihydro-2-methyl-3-oxo-4-pyridazinecarbonitrile ClC1=C(C=CC(=C1)F)C1=C(C(N(N=C1C1=C(C=C(C=C1)F)Cl)C)=O)C#N